(4-bromo-3-cyclopropaneoxybenzyl)-5-fluoro-2-methoxybenzamide BrC1=C(C=C(CC=2C(=C(C(=O)N)C=C(C2)F)OC)C=C1)OC1CC1